(E)-1-(2-Hydroxy-4-methylphenyl)-3-(4-methoxyphenyl)prop-2-en-1-one OC1=C(C=CC(=C1)C)C(\C=C\C1=CC=C(C=C1)OC)=O